N4-(4-bromophenyl)pyrimidine-2,4-diamine BrC1=CC=C(C=C1)NC1=NC(=NC=C1)N